Ethyl 2-((2S,3R)-3-((tert-butyldimethylsilyl)oxy)-2-(cyclopentyloxy)-3-(3,5-dimethoxy-4-methylphenyl)propyl)-6-(methylamino)benzo[d]thiazole-4-carboxylate [Si](C)(C)(C(C)(C)C)O[C@@H]([C@H](CC=1SC=2C(N1)=C(C=C(C2)NC)C(=O)OCC)OC2CCCC2)C2=CC(=C(C(=C2)OC)C)OC